(2S)-N-[(1S)-1-cyano-2-(4-{1-methyl-3'-oxospiro[azetidine-3,1'-[2]benzofuran]-6'-yl}phenyl)ethyl]-1,4-oxazocane-2-carboxamide C(#N)[C@H](CC1=CC=C(C=C1)C=1C=CC2=C(C3(OC2=O)CN(C3)C)C1)NC(=O)[C@H]1OCCCCNC1